7-{3-[(3,4-difluorophenyl)methyl]-1,3a-diaza-6-indenyl}-3-isopropyl-6-(5-methyl-1,3,4-oxadiazol-2-yl)-5-[2-(tetrahydro-2H-pyran-4-yl)ethyl]-1λ6-thia-4-aza-1,1-indandione FC=1C=C(C=CC1F)CC1=CN=C2C=C(C=CN12)C=1C(=C(N=C2C(CS(C12)(=O)=O)C(C)C)CCC1CCOCC1)C=1OC(=NN1)C